N-(4'-((6-(methylsulfonyl)pyridin-2-yl)amino)-5-(3-oxomorpholino)-[2,3'-bipyridin]-6'-yl)acetamide CS(=O)(=O)C1=CC=CC(=N1)NC1=C(C=NC(=C1)NC(C)=O)C1=NC=C(C=C1)N1C(COCC1)=O